bis(hydroxymethyl)p-tert-butylphenol OCC=1C(=C(C=CC1C(C)(C)C)O)CO